FC(C(=O)O)(F)F.FC=1C=C2C(=CC(NC2=CC1)=O)N1CCNCC1 6-fluoro-4-(piperazin-1-yl)quinolin-2(1H)-one 2,2,2-trifluoroacetate